2-(3-((14-((2-(2,6-dioxopiperidin-3-yl)-1,3-dioxoisoindolin-5-yl)oxy)-3,6,9,12-tetraoxatetradecyl)oxy)phenyl)-N-(5-methyl-4-(1-(2-methylbenzoyl)indolin-5-yl)thiazol-2-yl)acetamide O=C1NC(CCC1N1C(C2=CC=C(C=C2C1=O)OCCOCCOCCOCCOCCOC=1C=C(C=CC1)CC(=O)NC=1SC(=C(N1)C=1C=C2CCN(C2=CC1)C(C1=C(C=CC=C1)C)=O)C)=O)=O